C1(=CC=CC2=CC=CC=C12)N1C(=NC2=C1C=CC=C2)C2=C1C=CC=C(C1=CC=C2)B(O)O (5-(1-(naphthalen-1-yl)-1H-benzimidazol-2-yl)naphthalen-1-yl)boronic acid